3-((2-((S)-cycloheptyl(4-methyl-1,2,5-oxadiazole-3-carboxamido)methyl)imidazo[1,2-b]pyridazin-6-yl)methyl)-2-oxopyrrolidine-3-carboxylic acid C1(CCCCCC1)[C@@H](C=1N=C2N(N=C(C=C2)CC2(C(NCC2)=O)C(=O)O)C1)NC(=O)C1=NON=C1C